1-{2-fluoro-4-[4-({[2-fluoro-5-(trifluoromethoxy)phenyl]methyl}carbamoyl)-1H-1,2,3-triazol-1-yl]butyl}-N-{[5-(trifluoromethyl)pyridin-3-yl]methyl}-1H-1,2,3-triazole-4-carboxamide FC(CN1N=NC(=C1)C(=O)NCC=1C=NC=C(C1)C(F)(F)F)CCN1N=NC(=C1)C(NCC1=C(C=CC(=C1)OC(F)(F)F)F)=O